5-(2-(2-chlorophenyl)-1-methyl-4,5,6,7-tetrahydro-1H-benzo[d]imidazol-6-yl)-4,5,6,7-tetrahydro-3H-imidazo[4,5-c]pyridine ClC1=C(C=CC=C1)C1=NC2=C(N1C)CC(CC2)N2CC1=C(CC2)N=CN1